1,2-dihydroxyPropane Ethyl-6'-Hydroxy-8'-oxo-8'H-spiro[cyclopropane-1,5'-indolizine]-7'-carboxylate C(C)OC(=O)C1=C(C2(N3C=CC=C3C1=O)CC2)O.OCC(C)O